3-(5-mercapto-4-(3,4,5-trimethylphenyl)-4H-1,2,4-triazol-3-yl)propan-1-ol SC=1N(C(=NN1)CCCO)C1=CC(=C(C(=C1)C)C)C